2,4-dimethylbenzophenone CC1=C(C(=O)C2=CC=CC=C2)C=CC(=C1)C